4-(4-Cyclopentylthieno[2,3-b]pyridin-2-yl)-N-[5-(6-ethyl-2,6-diazaspiro[3.3]heptan-2-yl)pyridin-2-yl]-5-fluoropyrimidin-2-amine C1(CCCC1)C1=C2C(=NC=C1)SC(=C2)C2=NC(=NC=C2F)NC2=NC=C(C=C2)N2CC1(C2)CN(C1)CC